benzylformate C(C1=CC=CC=C1)C(=O)[O-]